ClC1=C(C(=NC(=C1)Cl)O[C@@H]1CN(CC1)C(=O)OC(C)(C)C)OC tert-butyl (S)-3-((4,6-dichloro-3-methoxypyridin-2-yl)oxy)pyrrolidine-1-carboxylate